NC(C(=O)OCC)(C(=O)[O-])CCl monoethyl 2-amino-2-(chloromethyl)-malonate